6-chloro-3-(((R)-1-(2-cyano-3-(4-(2-((R)-2,2-difluorocyclopropyl)acetyl)piperazin-1-yl)-7-methylquinoxalin-5-yl)ethyl)amino)picolinic acid ClC1=CC=C(C(=N1)C(=O)O)N[C@H](C)C1=C2N=C(C(=NC2=CC(=C1)C)C#N)N1CCN(CC1)C(C[C@H]1C(C1)(F)F)=O